FC1=CC=C(C=C1)N1N=C(N=C1C1=CC=C(C=C1)C(C)C)CC1C2(CC3CC(CC1C3)C2)N ((1-(4-fluorophenyl)-5-(4-isopropylphenyl)-1H-1,2,4-triazol-3-yl)methyl)adamantan-1-amine